ethyl-2-(trifluoromethyl)acrylic acid C(C)C=C(C(=O)O)C(F)(F)F